CC1CN(CCO1)C(=O)[O-] 2-methylmorpholine-4-carboxylate